[Nb].[Cu].[Ni].[Fe] iron-nickel-copper-niobium